9-(3-(7-bromothianthrene-2-yl)phenyl)-9H-carbazole BrC=1C=C2SC=3C=CC(=CC3SC2=CC1)C=1C=C(C=CC1)N1C2=CC=CC=C2C=2C=CC=CC12